tert-butyl 4-(3,3,3-trifluoro-2,2-dimethylpropanoyl)piperazin-1-carboxylate FC(C(C(=O)N1CCN(CC1)C(=O)OC(C)(C)C)(C)C)(F)F